2-chloro-5-vinylbenzonitrile ClC1=C(C#N)C=C(C=C1)C=C